(dimethylcarbamoyl)piperidin CN(C(=O)N1CCCCC1)C